4-chlorobenzyl (4-((N,6-dimethylnicotinamido)meth-yl)phenyl)carbamate CN(C(C1=CN=C(C=C1)C)=O)CC1=CC=C(C=C1)NC(OCC1=CC=C(C=C1)Cl)=O